4-((3-(2,3-difluoro-4-methoxy-phenyl)imidazo[1,2-a]pyrazin-8-yl)amino)-2-methyl-N-(3-(2-oxopiperazin-1-yl)propyl)benzamide FC1=C(C=CC(=C1F)OC)C1=CN=C2N1C=CN=C2NC2=CC(=C(C(=O)NCCCN1C(CNCC1)=O)C=C2)C